CC(C#CC=1C=CC(=NC1OC)OC1=C(N=NN1)C(=O)O)(C)C 5-((5-(3,3-dimethylbut-1-ynyl)-6-methoxypyridin-2-yl)oxy)-1H-1,2,3-triazole-4-carboxylic acid